N-(4-(4-cyano-5-(3-methoxy-4-((4-methylpyrimidin-2-yl)oxy)phenyl)-7-methyl-7H-pyrrolo[2,3-d]pyrimidin-6-yl)phenyl)acrylamide C(#N)C=1C2=C(N=CN1)N(C(=C2C2=CC(=C(C=C2)OC2=NC=CC(=N2)C)OC)C2=CC=C(C=C2)NC(C=C)=O)C